[1,3-bis(2,4,6-trimethylphenyl)imidazolidin-2-ylidene]-dichloro-[(2-isopropoxyphenyl)methylene]ruthenium CC1=C(C(=CC(=C1)C)C)N1C(N(CC1)C1=C(C=C(C=C1C)C)C)=[Ru](=CC1=C(C=CC=C1)OC(C)C)(Cl)Cl